N1(CCCC1)C(=O)OC1=C(C=C(C(=C1)O)Cl)Cl 1-pyrrolidinecarboxylic acid, 2,4-dichloro-5-hydroxyphenyl ester